4-(sec-butoxy)-3-methoxy-N-((1R,3s,5S)-9-((4-(trifluoromethyl)benzo[d]thiazol-2-yl)methyl)-9-azabicyclo[3.3.1]nonan-3-yl)benzamide C(C)(CC)OC1=C(C=C(C(=O)NC2C[C@H]3CCC[C@@H](C2)N3CC=3SC2=C(N3)C(=CC=C2)C(F)(F)F)C=C1)OC